rel-4-((2R,3S,4S,5R)-3-(3,4-difluoro-2-(2-methoxyethoxy)phenyl)-4,5-dimethyl-5-(trifluoromethyl)tetrahydrofuran-2-carboxamido)picolinamide ethyl-(Z)-3-iodoacrylate C(C)OC(\C=C/I)=O.FC=1C(=C(C=CC1F)[C@H]1[C@@H](O[C@]([C@H]1C)(C(F)(F)F)C)C(=O)NC1=CC(=NC=C1)C(=O)N)OCCOC |o1:16,17,19,20|